C1(CC1)N(C(=O)C1CN(CCC1)C=1C=C(OC(C(=O)O)(C)C)C=CC1)CC1=CC=C(C=C1)C=1SC=CC1 2-(3-(3-(Cyclopropyl(4-(thiophen-2-yl)benzyl)carbamoyl)piperidin-1-yl)phenoxy)-2-methylpropanoic acid